ClC=1C=C(N)C=CC1N1CCN(CC1)C 3-chloro-4-(4-methylpiperazine-1-yl)aniline